C(C)(C)(C)OC(=O)N1CC(CC1)OC(=O)N1C=CC2=C1N=CN=C2N(C)[C@H]2CN(CC[C@H]2C)C(CC#N)=O 4-[[(3R,4R)-1-(2-cyanoacetyl)-4-methyl-3-piperidinyl]-methyl-amino]pyrrolo[2,3-d]pyrimidine-7-carboxylic acid (1-tert-butoxycarbonylpyrrolidin-3-yl) ester